tolylcarbodiimid C1(=C(C=CC=C1)N=C=N)C